C(C(C(C(C(C([2H])([2H])[2H])([2H])[2H])([2H])[2H])([2H])[2H])([2H])[2H])(=O)O n-hexanoic acid-d11